2-[2-(diethylamino)ethoxy]-N-pentyl-acetamide C(C)N(CCOCC(=O)NCCCCC)CC